tosyl azide S(=O)(=O)(C1=CC=C(C)C=C1)N=[N+]=[N-]